FC=1C=C(C=CC1)NC1=NC=C(C(=N1)NC1CCNCC1)C1=COC=C1 N2-(3-fluorophenyl)-5-(furan-3-yl)-N4-(piperidin-4-yl)pyrimidine-2,4-diamine